N-[(3S)-3-Aminopyrrolidin-1-yl]sulfonyl-6-[2-(trifluoromethoxy)phenyl]-2-[(4S)-2,2,4-trimethylpyrrolidin-1-yl]pyridin-3-carboxamid N[C@@H]1CN(CC1)S(=O)(=O)NC(=O)C=1C(=NC(=CC1)C1=C(C=CC=C1)OC(F)(F)F)N1C(C[C@@H](C1)C)(C)C